ClC1=C(C(=CC=C1)Cl)S(=O)(=O)Cl 2,6-dichlorobenzenesulfonyl chloride